C1(=CC=CC=C1)C(=CC(=C)C1=CC=C(C=C1)Cl)C1=CC=CC=C1 1,1-diphenyl-3-p-chlorophenyl-1,3-butadiene